BrC=1C=C(C(N(C1)C)=O)NC1=NN2C(CN(CC2)CCCOC)=C1 5-Bromo-3-(5-(3-methoxypropyl)-4,5,6,7-tetrahydropyrazolo[1,5-a]pyrazin-2-yl-amino)-1-methylpyridin-2(1H)-one